C(C)(C)(C)OC(=O)NC[C@@H](CCCCC1=C(C=NN1C)C1=NC(=CC(=C1)C(=O)OC)C)C methyl 2-[5-[(5R)-6-(tert-butoxycarbonylamino)-5-methyl-hexyl]-1-methyl-pyrazol-4-yl]-6-methyl-pyridine-4-carboxylate